O=S1([C@H](COCC1)C1CN(C1)C=1C=CC(=C2C=C(N=CC12)NC1=NC(=NC=C1)N1C[C@@H]([C@@H](CC1)OC)F)[C@H]1N(CCC1)C(C=C)=O)=O 1-((S)-2-(8-(3-((S)-4,4-dioxido-1,4-oxathian-3-yl)azetidin-1-yl)-3-((2-((3S,4R)-3-fluoro-4-methoxypiperidin-1-yl)pyrimidin-4-yl)amino)isoquinolin-5-yl)pyrrolidin-1-yl)prop-2-en-1-one